C(C)(C)(C)C=1C(=C(C=C(C1)C(C)(C)C)N=C(CC(C)OC(CC(C)C)=O)C)O 3-methylbutanoic acid [4-(3,5-di-tert-butyl-2-hydroxyphenylimino)-2-pentyl] ester